7-fluoro-5-methyl-4-(1-methyl-1H-1,2,4-triazol-3-yl)-2-(((cis)-2-methylcyclopentyl)sulfonyl)-1H-indole FC=1C=C(C(=C2C=C(NC12)S(=O)(=O)[C@H]1[C@H](CCC1)C)C1=NN(C=N1)C)C